C(C(O)C)(=O)[O-].C(C)(=O)[Ca+] acetyl-calcium lactate